CC1(C=CC(C=C1)=O)C=C=CCO 4-methyl-4-hydroxymethylallenyl-2,5-cyclohexadienone